BrC=1C=C(C=C(C1)Cl)C1N(CCN(C1)C(=O)OCC1C2=CC=CC=C2C=2C=CC=CC12)C(=O)OC(C)(C)C O1-tert-butyl O4-(9H-fluoren-9-ylmethyl) 2-(3-bromo-5-chloro-phenyl)piperazine-1,4-dicarboxylate